C(OCCCCCC)(OC1=CC=C(C=C1)[N+](=O)[O-])=O hexyl (4-nitrophenyl) carbonate